[Li].CS(=O)(=O)C dimethylsulfone lithium salt